5-[6-(5-chloro-2-fluorophenyl)-2H,3H,4H-pyrido[3,2-b][1,4]oxazin-8-yl]pyridin-3-amine ClC=1C=CC(=C(C1)C=1C=C(C=2OCCNC2N1)C=1C=C(C=NC1)N)F